1-(2-(4-(3-(1-(5-chloropyrimidin-2-yl)piperidin-4-yl)propoxy)-2-fluorophenyl)acetyl)azetidine-3-carbaldehyde ClC=1C=NC(=NC1)N1CCC(CC1)CCCOC1=CC(=C(C=C1)CC(=O)N1CC(C1)C=O)F